OC(CC(=O)[O-])CO.[Li+] lithium 3,4-dihydroxybutyrate